2-phenylnon-2-enenitrile C1(=CC=CC=C1)C(C#N)=CCCCCCC